6-methyl-5-((1-methyl-6-(pyrimidin-5-ylamino)-1H-pyrazolo[3,4-d]pyrimidin-3-yl)amino)-nicotinic acid CC1=NC=C(C(=O)O)C=C1NC1=NN(C2=NC(=NC=C21)NC=2C=NC=NC2)C